OCC(C)NC(=O)C=1CNN=CC1 N-(1-hydroxypropan-2-yl)-2,3-dihydropyridazine-4-carboxamide